2-((tert-Butoxycarbonyl)amino)-4-acetylenyl-thiazole-5-carboxylic acid C(C)(C)(C)OC(=O)NC=1SC(=C(N1)C#C)C(=O)O